(2R)-2-amino-3-(2,4-dichlorophenyl)-1-[5-(1H-pyrazol-5-yl)-2,3-dihydro-1H-isoindol-2-yl]propan-1-one N[C@@H](C(=O)N1CC2=CC=C(C=C2C1)C1=CC=NN1)CC1=C(C=C(C=C1)Cl)Cl